N-tert-butyl-8-hydroxy-7-methoxy-N-methyl-1-(thien-3-yl)-1,4-dihydrobenzopyrano[4,3-c]Pyrazole-3-carboxamide C(C)(C)(C)N(C(=O)C=1C2=C(N(N1)C1=CSC=C1)C1=C(OC2)C=C(C(=C1)O)OC)C